C(C=C)(=O)OCCCCCCCCCC[Si](OCC)(OCC)OCC acryloxydecyltriethoxysilane